ClC=1C=C(C=CC1N[C@@H](CO)C1=CC=CC=C1)S(=O)(=O)NC=1SC=CN1 (R)-3-chloro-4-((2-hydroxy-1-phenylethyl)amino)-N-(thiazol-2-yl)benzenesulfonamide